OCCC=1N=C(C(=NC1)NC1=NNC2=CC(=CC=C12)[C@@H]1C[C@@]12C(NC1=CC=C(C=C21)OC)=O)OC (1R,2S)-2-(3-((5-(2-hydroxyethyl)-3-methoxypyrazin-2-yl)amino)-1H-indazol-6-yl)-5'-methoxyspiro[cyclopropane-1,3'-indolin]-2'-one